1-((2S,5R)-5-((5-((S)-2,2-difluorocyclopropyl)-7H-pyrrolo[2,3-d]pyrimidin-4-yl)amino)-2-ethylpiperidin-1-yl)prop-2-en-1-one FC1([C@@H](C1)C1=CNC=2N=CN=C(C21)N[C@@H]2CC[C@@H](N(C2)C(C=C)=O)CC)F